5-chloro-N-(3-chloro-1-(cyclopropylmethyl)-1H-pyrazol-4-yl)-7-ethyl-7H-pyrrolo[2,3-d]pyrimidin-2-amine ClC1=CN(C=2N=C(N=CC21)NC=2C(=NN(C2)CC2CC2)Cl)CC